methyl-5-[1-(4-chlorophenyl)pyrazol-3-yl]oxy-2-methoxyimino-N,3-dimethylpent-3-enamide CC(=C(C(C(=O)NC)=NOC)C)COC1=NN(C=C1)C1=CC=C(C=C1)Cl